8-chloro-7-(2,6-difluorophenyl)-2-(2-ethoxyethyl)-9-(trifluoromethyl)-5H-pyrimido[1,2-a][1,4]benzodiazepin-3-one ClC1=C(C=CC2=C1C(=NCC=1N2C=C(C(N1)=O)CCOCC)C1=C(C=CC=C1F)F)C(F)(F)F